C=CC anti-propylene